NC1=NN2C(C=C(C=C2)C2=C(C=NC(=C2)C)OCC(C(F)(F)F)(C(F)(F)F)O)=C1 2-(((4-(2-aminopyrazolo[1,5-a]pyridin-5-yl)-6-methylpyridin-3-yl)oxy)methyl)-1,1,1,3,3,3-hexafluoropropan-2-ol